(R)-8-(4-chloro-2-fluorophenyl)-2,3-dimethyl-6-(6-(1-methyl-1H-pyrazol-4-yl)-5-oxa-8-azaspiro[3.5]non-8-yl)pyrido[3,4-d]pyrimidin-4(3H)-one ClC1=CC(=C(C=C1)C1=NC(=CC2=C1N=C(N(C2=O)C)C)N2C[C@H](OC1(CCC1)C2)C=2C=NN(C2)C)F